5,6-Difluoroisobenzofuran-1,3-dione FC=1C=C2C(OC(C2=CC1F)=O)=O